5-(3-fluorophenyl)-2-[(3-fluorophenyl)methoxy]-6,7-dihydro-thiazolo[5,4-c]pyridin-4(5H)-one FC=1C=C(C=CC1)N1C(C2=C(CC1)N=C(S2)OCC2=CC(=CC=C2)F)=O